ClC=1C=2C(N=C(N1)Cl)=NN(C2)C2=C(C=C(C=C2C)OC(F)F)C 4,6-dichloro-2-{4-(difluoromethoxy)-2,6-dimethylphenyl}-2H-pyrazolo[3,4-d]pyrimidine